NC(C)C1=C(C=CC(=C1)F)OC 1-amino-1-(2-methoxy-5-fluorophenyl)ethane